hexahydropyrano[3,2-d][1,3]dioxin-6-carboxamide O1COCC2C1CCC(O2)C(=O)N